(3-((2-amino-4-((1-methoxyheptan-3-yl)amino)-6-methylpyrimidin-5-yl)methyl)-4-methoxy-phenyl)methanol NC1=NC(=C(C(=N1)NC(CCOC)CCCC)CC=1C=C(C=CC1OC)CO)C